3-isobutoxybenzoic acid C(C(C)C)OC=1C=C(C(=O)O)C=CC1